p-methoxyphenethyl (2S,3R)-2-m-bromobenzoylaminomethyl-3-hydroxybutyrate BrC=1C=C(C(=O)NC[C@H](C(=O)OCCC2=CC=C(C=C2)OC)[C@@H](C)O)C=CC1